3-[2-[(5-chloro-2-pyrimidinyl)oxy]phenyl]-5-isoxazolemethanol ClC=1C=NC(=NC1)OC1=C(C=CC=C1)C1=NOC(=C1)CO